NC1(CC2=CC(=CC=C2CC1)OC=1C=C2C=CC=NC2=CC1)C(=O)O 2-amino-7-(quinolin-6-yloxy)-1,2,3,4-tetrahydronaphthalene-2-carboxylic acid